(6-(2,2,2-trifluoroethyl)-6H-thieno[2,3-b]pyrrol-5-yl)methanol tert-butyl-(R)-3-(2-(((R)-2-(5-fluoropyridin-3-yl)-2-hydroxyethyl)amino)-2-methylpropyl)pyrrolidine-1-carboxylate C(C)(C)(C)[C@@H]1N(CCC1CC(C)(C)NC[C@H](O)C=1C=NC=C(C1)F)C(=O)OCC1=CC2=C(N1CC(F)(F)F)SC=C2